CCCCCCCCCCCCCCCCCC(=O)OC[C@@H](COP(=O)(O)OCC[NH3+])OC(=O)CCCCCCCCCCCCCCCCC The molecule is an ammonium ion that is the conjugate acid of (S)-1,2-distearoylphosphatidylethanolamine, arising from protonation of the amino group. It is a conjugate acid of a (S)-1,2-distearoylphosphatidylethanolamine.